4-{2-oxa-6-azaspiro[3.4]octan-6-yl}benzaldehyde C1OCC12CN(CC2)C2=CC=C(C=O)C=C2